8-bromo-N-cyclopropyl-3-(5-(trifluoromethyl)-1,3,4-thiadiazol-2-yl)-[1,2,4]triazolo[4,3-a]pyridine-6-sulfonamide BrC=1C=2N(C=C(C1)S(=O)(=O)NC1CC1)C(=NN2)C=2SC(=NN2)C(F)(F)F